N-[(2R)-1-hydroxypropan-2-yl]-2-(1-methyl-1H-pyrazol-4-yl)-3-oxo-6-[4-(trifluoromethyl)phenyl]-2,3-dihydropyridazine-4-carboxamide OC[C@@H](C)NC(=O)C=1C(N(N=C(C1)C1=CC=C(C=C1)C(F)(F)F)C=1C=NN(C1)C)=O